6-bromo-1,1-dimethyl-1,4-dihydroisoquinolin BrC=1C=C2CC=NC(C2=CC1)(C)C